bromo-2-tosyl-2,3-dihydroisoquinolin-4(1H)-one BrC1N(CC(C2=CC=CC=C12)=O)S(=O)(=O)C1=CC=C(C)C=C1